C(C)N(C(=O)N)N=O 1-ethyl-1-nitrosourea